4-Aza-phenanthren-5-ol C1=CC=NC2=C3C(=CC=CC3=CC=C12)O